ClC=1C=C2C=C(N(C2=CC1CCOC1OCCCC1)S(=O)(=O)C1=CC=C(C)C=C1)CNC(=O)C1(CC1)C N-((5-chloro-6-(2-((tetrahydro-2H-pyran-2-yl)oxy)ethyl)-1-tosyl-1H-indol-2-yl)methyl)-1-methylcyclopropane-1-carboxamide